O1N=CC=C1C=1C(=NN(C1)C)C(=O)N1CCC2(C(C2)CNC(=O)N2CC=3C=NC=CC3C2)CC1 N-[[6-(4-isoxazol-5-yl-1-methyl-pyrazole-3-carbonyl)-6-azaspiro[2.5]octan-2-yl]methyl]-1,3-dihydropyrrolo[3,4-c]pyridine-2-carboxamide